NC(C1=C(C=C(C(=O)O)C=C1)C)C(=O)O 4-[amino(carboxyl)methyl]-3-methylbenzoic acid